phenyl 3-hydroxy-4-methoxybenzoate OC=1C=C(C(=O)OC2=CC=CC=C2)C=CC1OC